C(C)(=O)N1CCC(CC1)C1=NN(C=C1)C1=CC=C(CN2C3=NC(=NC=C3NC2=O)C=2C(=NC=CC2)OCC(F)(F)F)C=C1 9-(4-(3-(1-acetylpiperidin-4-yl)-1H-pyrazol-1-yl)benzyl)-2-(2-(2,2,2-trifluoroethoxy)pyridin-3-yl)-7,9-dihydro-8H-purin-8-one